CN(CCCC(=C)C1=CC=CC=C1)C N,N-dimethyl-4-phenylpent-4-en-1-amine